ClC1=CC=C(CN2C(N(SC2=O)CC)=O)C=C1 4-(4-chlorobenzyl)-2-ethyl-1,2,4-thiadiazole-3,5-dione